(2S)-2-(tert-butoxycarbonylamino)-3-cyclopentyl-propanoic acid C(C)(C)(C)OC(=O)N[C@H](C(=O)O)CC1CCCC1